N-{2-chloro-4-[(4-chlorophenylamino)methyl]phenyl}butyramide ClC1=C(C=CC(=C1)CNC1=CC=C(C=C1)Cl)NC(CCC)=O